6-(dimethylamino)-2-naphthoic acid CN(C=1C=C2C=CC(=CC2=CC1)C(=O)O)C